(S)-1-(2-(4-(5-(3-cyano-5-fluorophenyl)-4,5-dihydro-1H-pyrazole-1-carbonyl)piperazin-1-yl)-5-fluoropyrimidine-4-carbonyl)azetidine-3-carbonitrile C(#N)C=1C=C(C=C(C1)F)[C@@H]1CC=NN1C(=O)N1CCN(CC1)C1=NC=C(C(=N1)C(=O)N1CC(C1)C#N)F